The molecule is a carbobicyclic compound that is 1,2,3,4,4a,5,8,8a-octahydronaphthalene which is substituted by hydroxy groups at positions 1 and 4, an isoopropyl group at position 7, and by methyl groups at positions 1 and 4a (the 1S,4R,4aR,8aR isomer). A sesquiterpenoid plant metabolite. It has a role as a plant metabolite. It is a tertiary alcohol, a secondary alcohol, a carbobicyclic compound, a sesquiterpenoid and a member of octahydronaphthalenes. CC(C)C1=CC[C@]2([C@@H](CC[C@]([C@@H]2C1)(C)O)O)C